C1(CC1)CC=1C=C(C(=C(C1)[C@@H](C(=O)O)N1C[C@@H](CC1)OCCCCCC1=NC=2NCCCC2C(=C1)OC)OC)F (S)-2-(5-(cyclopropylmethyl)-3-fluoro-2-methoxyphenyl)-2-((R)-3-((5-(4-methoxy-5,6,7,8-tetrahydro-1,8-naphthyridin-2-yl)pentyl)oxy)pyrrolidin-1-yl)acetic acid